(R)-1-(3-Amino-2,4-difluorophenyl)-2-(tert-butylamino)ethan-1-ol maleate C(\C=C/C(=O)O)(=O)O.NC=1C(=C(C=CC1F)[C@H](CNC(C)(C)C)O)F